6-toluenemethanol CC1=CC=CC=C1CO